4-(aminomethyl)-6-(5-hydroxypyridin-3-yl)phthalazin-1(2H)-one NCC1=NNC(C2=CC=C(C=C12)C=1C=NC=C(C1)O)=O